C(#N)C=1C=C(C=CC1)C=1N=C(SC1C1=CC(=NC(=C1)C)C(F)F)NC(=O)N1C[C@H]2OCCN([C@H]2C1)C (4aS,7aR)-N-[4-(3-Cyanophenyl)-5-[2-(difluoromethyl)-6-methyl-4-pyridyl]thiazol-2-yl]-4-methyl-2,3,4a,5,7,7a-hexahydropyrrolo[3,4-b][1,4]oxazin-6-carboxamid